[BH4-].[Na+].NCC1=CC=C(C(=N1)CC=1C(=C(C=CC1)C[C@@H]1N(C[C@@H]([C@@H]1NS(=O)(=O)CC)F)C(=O)OCC1=CC=CC=C1)F)C Benzyl (2S,3R,4S)-2-[(3-{[6-(aminomethyl)-3-methylpyridin-2-yl]methyl}-2-fluorophenyl)methyl]-3-[(ethanesulfonyl)amino]-4-fluoropyrrolidine-1-carboxylate Sodium borohydride